C(CCCCCCC\C=C/CCCCCCCC)(=O)O.OCC(O)CO monoglycerin monooleate